CC1(OB(OC1(C)C)C1=CC=C(C=C1)[C@@H]1CN(CCO1)C(=O)OC(C)(C)C)C tert-butyl (R)-2-(4-(4,4,5,5-tetramethyl-1,3,2-dioxaborolan-2-yl)phenyl)morpholine-4-carboxylate